N-(benzo[d]isoxazol-3-yl)-5-(isoxazol-5-yl)-2-methoxybenzenesulfonamide O1N=C(C2=C1C=CC=C2)NS(=O)(=O)C2=C(C=CC(=C2)C2=CC=NO2)OC